3,5-bis(trifluoromethyl)phenylacetic anhydride FC(C=1C=C(C=C(C1)C(F)(F)F)CC(=O)OC(CC1=CC(=CC(=C1)C(F)(F)F)C(F)(F)F)=O)(F)F